ClC1=C(C=CC2=C1C(=NCC=1N2C=C(N1)COC)C1=C(C=CC=C1F)F)Cl 7,8-dichloro-6-(2,6-difluorophenyl)-2-(methoxymethyl)-4H-benzo[f]imidazo[1,2-a][1,4]diazepine